ethyl 2-(4-(4-(benzyloxy)-3-isopropylbenzyl)-3,5-dichlorophenoxy)-2-fluoroacetate C(C1=CC=CC=C1)OC1=C(C=C(CC2=C(C=C(OC(C(=O)OCC)F)C=C2Cl)Cl)C=C1)C(C)C